FC1=CC=C(C=C1)NC=1N=CC2=C(N1)N1C(C(=C2)C=2C=C(C=CC2C)NC(=O)C2=NC=CC(=C2)C(F)(F)F)=NCC1 N-(3-(2-((4-fluorophenyl)amino)-8,9-dihydroimidazo[1',2':1,6]pyrido[2,3-d]pyrimidin-6-yl)-4-methylphenyl)-4-(trifluoromethyl)pyridineamide